6-methyl-ethyl-ethylpiperidinium CC1CCCC[N+]1(CC)CC